1-[bis(4-methoxyphenyl)(phenyl)methoxy]-7-chlorohepta-4,6-dien-3-ol COC1=CC=C(C=C1)C(OCCC(C=CC=CCl)O)(C1=CC=CC=C1)C1=CC=C(C=C1)OC